OC1=C(N2C(C3=CC=CC=C13)=NC=N2)C(=O)NCC(=O)O (6-hydroxy-[1,2,4]triazolo[5,1-a]isoquinoline-5-carbonyl)glycine